C(C1=CC=CC=C1)OC(=O)N1CC(CCC1)(N=C=O)C(F)F 3-(difluoromethyl)-3-isocyanatopiperidine-1-carboxylic acid benzyl ester